CC(C#N)(C)N1N=CC(=C1)NC1=NC(=NC=C1)C1=CC=C(C=C1)N1C(NCC1)=O 2-methyl-2-(4-((2-(4-(2-oxoimidazolidin-1-yl)phenyl)pyrimidin-4-yl)amino)-1H-pyrazol-1-yl)propanenitrile